FC1=C(C=C(C=C1)OC=1C(=C2C=CNC2=C(C1F)F)F)C=1NC=CN1 2-(2-fluoro-5-((4,6,7-trifluoro-1H-indol-5-yl)oxy)phenyl)-1H-imidazol